C1(=CC=C(C=C1)CN1C2=C(C=C1)SC=C2C(=O)NC2CC1(CC(C1)C(=O)O)C2)C2=CC=CC=C2 (2S,4S,6S)-6-(4-([1,1'-biphenyl]-4-ylmethyl)-4H-thieno[3,2-b]pyrrole-3-carboxamido)spiro[3.3]heptane-2-carboxylic acid